C(C)N1C2=C(OCC1=O)C=C(C=C2)NC=2C=NC(=CC2)N2CCC(CC2)C(F)(F)F 4-ethyl-7-((6-(4-(trifluoromethyl)piperidin-1-yl)pyridin-3-yl)amino)-2H-benzo[b][1,4]oxazin-3(4H)-one